ClC=1C=2N(C=CN1)C(=CN2)C=2C(=NN(C2)C(C2=CC=CC=C2)(C2=CC=CC=C2)C2=CC=CC=C2)C(=O)OC methyl 4-(8-chloroimidazo[1,2-a]pyrazin-3-yl)-1-trityl-1H-pyrazole-3-carboxylate